CN1CCN(CC1)CC1=CC=C(C#N)C=C1 4-((4-methylpiperazin-1-yl)methyl)benzonitrile